7-((tert-butyldimethylsilyl)oxy)-2-(2-(difluoromethoxy)-7-methylquinoxalin-5-yl)benzo[d]thiazole [Si](C)(C)(C(C)(C)C)OC1=CC=CC=2N=C(SC21)C2=C1N=CC(=NC1=CC(=C2)C)OC(F)F